[F].C1(=CC=CC=C1)[O-].C1(=CC=CC=C1)[O-] diphenolate fluorine